ethyl (S)-3-(3-(2-chlorophenoxy)phenyl)-3-(3-(4-hydroxy-1-methyl-2-oxo-1,2-dihydropyridin-3-yl)ureido)propanoate ClC1=C(OC=2C=C(C=CC2)[C@H](CC(=O)OCC)NC(=O)NC=2C(N(C=CC2O)C)=O)C=CC=C1